8-([1,1'-biphenyl]-4-yl)-6-methyl-3,4-dihydrobenzo[e][1,2,3]oxathiazine 2,2-dioxide C1(=CC=C(C=C1)C1=CC(=CC=2CNS(OC21)(=O)=O)C)C2=CC=CC=C2